tert-butyl N-(cyclopropylmethyl)-N-[4-[4-[[3-(difluoromethyl)-1-[4-[[2-(2-hydroxyethoxy)ethylamino]methyl]phenyl]pyrazol-4-yl]carbamoyl]oxazol-2-yl]-2-pyridyl]carbamate C1(CC1)CN(C(OC(C)(C)C)=O)C1=NC=CC(=C1)C=1OC=C(N1)C(NC=1C(=NN(C1)C1=CC=C(C=C1)CNCCOCCO)C(F)F)=O